CC1=NNC(=C1)C(=O)O 3-methyl-1H-pyrazole-5-carboxylic acid